BrC1=CC=C2C(=NC(=NC2=C1F)O)O 7-Bromo-8-fluoroquinazoline-2,4-diol